CC=1C=C(C=CC1)[C@@H](C1CCN(CC1)C(=O)C=1C=CC2=C(NC(CO2)=O)C1)C1=CC=CC=C1 6-[4-[(S)-(3-methylphenyl)-phenylmethyl]piperidine-1-carbonyl]-4H-1,4-benzoxazin-3-one